COC(=O)C=1C=CC=2N(C1Br)N=C(C2C2=C(C=CC=C2F)F)C 7-bromo-3-(2,6-difluorophenyl)-2-methylpyrazolo[1,5-a]pyridine-6-carboxylic acid methyl ester